ClC1=NC=C(C(=N1)C1(C(C=CC=C1)N)N)F 1-(2-chloro-5-fluoropyrimidin-4-yl)benzene-1,2-diamine